C(C)(C)(C)OC(C(C)(C)N1C(N(C2=C(C1=O)C(=C(S2)Br)C)CC(OC2CCOCC2)C2=C(C=CC=C2)OC)=O)=O 2-(6-bromo-1-(2-(2-methoxyphenyl)-2-((tetrahydro-2H-pyran-4-yl)oxy)ethyl)-5-methyl-2,4-dioxo-1,2-dihydrothieno[2,3-d]pyrimidin-3(4H)-yl)-2-methylpropanoic acid tert-butyl ester